N-(3-((5-(2-chloro-5-fluorophenyl)-2-((1-methyl-1H-pyrazol-4-yl)amino)pyrimidin-4-yl)amino)-4-fluorophenyl)acrylamide ClC1=C(C=C(C=C1)F)C=1C(=NC(=NC1)NC=1C=NN(C1)C)NC=1C=C(C=CC1F)NC(C=C)=O